NC1=NNC(=C1)Br 3-amino-5-bromopyrazole